CN(C1=CC=C(C(=O)O)C=C1)C p-dimethylaminobenzoic acid